C1(=CC=CC=C1)C1=C([O-])C=CC=C1 2-phenylphenoxide